(E)-2-(1-Benzylpyrrolidin-3-ylidene)-2-fluoroethan-1-ol C(C1=CC=CC=C1)N1C\C(\CC1)=C(/CO)\F